NC=1SC(=C(N1)C)C1=NC(=NC=C1)NC1=CC=C(C=C1)N1CCOCC1 4-(2-amino-4-methyl-5-thiazolyl)-N-[4-(4-morpholinyl)phenyl]-2-pyrimidinamine